6,7-dichloro-2-(2-hydroxyethyl)-10-(1H-pyrazol-4-yl)-3,4-dihydropyrazino[1,2-a]indol-1-one ClC1=C(C=CC=2C(=C3N(C12)CCN(C3=O)CCO)C=3C=NNC3)Cl